4,4,5,5-tetramethyl-2-(2-methyl-1-oxa-3,4-diaza-6-indenyl)-1,3,2-dioxaborolane CC1(OB(OC1(C)C)C1=CN=C2N=C(OC2=C1)C)C